rac-(6S)-6-tert-butyl-N-[rac-(1R)-1-[4-(6-oxo-1H-pyridin-3-yl)phenyl]-3-[rac-(2S)-2-(methoxymethyl)pyrrolidin-1-yl]propyl]-5,6,7,8-tetrahydrothieno[2,3-b]quinoline-2-carboxamide C(C)(C)(C)[C@@H]1CC=2C=C3C(=NC2CC1)SC(=C3)C(=O)N[C@H](CCN3[C@@H](CCC3)COC)C3=CC=C(C=C3)C3=CNC(C=C3)=O |r|